(((tert-butyldimethylsilyl)oxy)methyl)-3-fluoro-4-iodopyridine [Si](C)(C)(C(C)(C)C)OCC1=NC=CC(=C1F)I